FC1=CC=CC=2OCCN[C@H]3C[C@@H](N(C=4C=CC=C(C5=NNC6=CN=C(C12)C=C56)C4)C3)CO [(8R,10S)-19-fluoro-14-oxa-7,11,22,25,26-pentaazahexacyclo[19.5.2.12,6.17,10.015,20.024,27]triaconta-1(26),2,4,6(30),15(20),16,18,21,23,27-decaen-8-yl]methanol